FC(S(=O)(=O)ON=C1C(C#N)C=CC(=C1)OC)(F)F (trifluoromethylsulfonyloxyimino)-4-methoxybenzonitrile